2-O-ETHYL-ASCORBIC ACID C(C)OC=1C(=O)O[C@@H](C1O)[C@@H](O)CO